7-(aminomethyl)-4-methyl-1,5-naphthyridin-2-amine NCC1=CN=C2C(=CC(=NC2=C1)N)C